FC1(C(CN(CC1)C(=O)OC(C)(C)C)C1=CC(=NC=C1)C)F tert-butyl 4,4-difluoro-3-(2-methylpyridin-4-yl)piperidine-1-carboxylate